1-methoxy-naphthalene-2-carboxylic acid (benzo[1,3]dioxol-5-ylmethyl)-amide O1COC2=C1C=CC(=C2)CNC(=O)C2=C(C1=CC=CC=C1C=C2)OC